3-(benzyloxy)-6-(7,8-dimethyl-[1,2,4]triazolo[4,3-b]pyridazin-6-yl)-5,6,7,8-tetrahydro-1,6-naphthyridine C(C1=CC=CC=C1)OC=1C=NC=2CCN(CC2C1)C=1C(=C(C=2N(N1)C=NN2)C)C